FC1=C(CC2=NC3=C(N2C[C@H]2OCC2)C=C(C=C3)C(=O)O)C=C(C(=C1)C1=NC(=CC=C1)OCC=1SC(=CN1)C#CC=1C=NN(C1)C)F (S)-2-(2,5-difluoro-4-(6-((5-((1-methyl-1H-pyrazol-4-yl)ethynyl)thiazol-2-yl)methoxy)pyridin-2-yl)benzyl)-1-(oxetan-2-ylmethyl)-1H-benzo[d]imidazole-6-carboxylic acid